4-[(5-amino-2-pyridyl)oxy]-2-isopropyl-benzonitrile NC=1C=CC(=NC1)OC1=CC(=C(C#N)C=C1)C(C)C